2-(4-cyclopropyl-5-methoxy-2-oxo-1H-1,6-naphthyridin-3-yl)propanoic acid C1(CC1)C1=C(C(NC2=CC=NC(=C12)OC)=O)C(C(=O)O)C